[γ-(methacryloyloxy)propyl]dimethoxymethylsilane C(C(=C)C)(=O)OCCC[SiH2]C(OC)OC